BrCCCCCCCCOC(C=C(CCCC)CCCC)=O 3-butylhept-2-enoic acid 8-bromooctyl ester